O=C(/C=C/C1=CC=C(C(=O)O)C=C1)C1=CC=C(C=C1)C(F)(F)F 4-[(E)-3-Oxo-3-[4-(trifluoromethyl)phenyl]prop-1-enyl]benzoic acid